N1(C=CC=C1)C1=NC(=CN=C1)C#C[Si](C)(C)C 2-(1H-pyrrol-1-yl)-6-((trimethylsilyl)ethynyl)pyrazine